trimethylethoxysilanol CO[Si](OCC)(C)C